4-nitro-phenyl-phosphocholine [N+](=O)([O-])C1=CC=C(C=C1)C(OP(=O)([O-])O)C[N+](C)(C)C